C(C)(=O)C1NC(SC1)C(=O)O 4-acetylthiazolidine-carboxylic acid